2-(3,5-dimethyl-1H-pyrazol-4-yl)-N-(1-(2-ethoxyethyl)-3-(pyridin-2-yl)-1H-pyrazol-4-yl)thiazole-4-carboxamide, formate salt C(=O)O.CC1=NNC(=C1C=1SC=C(N1)C(=O)NC=1C(=NN(C1)CCOCC)C1=NC=CC=C1)C